1-methyl-4-(piperidin-4-yl)piperazine hydrochloride Cl.CN1CCN(CC1)C1CCNCC1